CN1[C@@H](COCC1)COC=1C=NC=CC1C#N 3-{[(3S)-4-methylmorpholin-3-yl]methoxy}pyridine-4-carbonitrile